(2R)-N-((R)-(3-chloro-2,4-difluorophenyl)(trans-3-(difluoromethoxy)cyclobutyl)-methyl)-2-methyl-3-oxopiperazine-1-carboxamide ClC=1C(=C(C=CC1F)[C@H](NC(=O)N1[C@@H](C(NCC1)=O)C)[C@@H]1C[C@H](C1)OC(F)F)F